Benzyl (2R,4S)-4-({6-[(1S)-1-[(2S,4R)-1-[(tert-butoxy)carbonyl]-4-fluoropyrrolidin-2-yl]eth-oxy]-2-cyanopyrimidin-4-yl}oxy)-2-(cyanomethyl)piperidine-1-carboxylate C(C)(C)(C)OC(=O)N1[C@@H](C[C@H](C1)F)[C@H](C)OC1=CC(=NC(=N1)C#N)O[C@@H]1C[C@H](N(CC1)C(=O)OCC1=CC=CC=C1)CC#N